ClC=1C=C(C=2N(N1)C=C(N2)C)[C@@H]2[C@H](C2)C(F)F 6-chloro-8-((1S,2S)-2-(difluoromethyl)cyclopropyl)-2-methylimidazo[1,2-b]pyridazine